[(4-amino-5-benzoyl-1,3-thiazol-2-yl)(4-fluorophenyl)amino]butanamide NC=1N=C(SC1C(C1=CC=CC=C1)=O)N(C1=CC=C(C=C1)F)C(C(=O)N)CC